BrC1=CC=C2C(=CC(=NC2=C1)[C@@H]1[C@H](C1)C1=NC=CC(=N1)C)OCCO[Si](C)(C)C(C)(C)C |r| rac-7-bromo-4-(2-((tert-butyldimethylsilyl)oxy)ethoxy)-2-((1S*,2S*)-2-(4-methylpyrimidin-2-yl)cyclopropyl)quinoline